N=1N(N=C2C1C=CC=C2)NC2=C(C=C(C=N2)NC(C2=C(C=C(C(=C2)F)C2=C(C=NC=C2)C#C)Cl)=O)Cl N-(6-((2H-benzo[d][1,2,3]triazol-2-yl)amino)-5-chloropyridin-3-yl)-2-chloro-4-(3-ethynylpyridin-4-yl)-5-fluorobenzamide